7-bromo-6-(((1S,4r)-4-((S)-3-hydroxypiperidin-1-yl)cyclohexyl)amino)benzo[d]thiazole-2-carbonitrile BrC1=C(C=CC=2N=C(SC21)C#N)NC2CCC(CC2)N2C[C@H](CCC2)O